CC1=NOC(=C1C=1C=C2C(=NC1)N(C=C2C2=C(C=C(C(=O)O)C=C2)OC(F)(F)F)C2=C(C=C(C=C2)OC)F)C 4-(5-(3,5-dimethylisoxazol-4-yl)-1-(2-fluoro-4-methoxyphenyl)-1H-pyrrolo[2,3-b]pyridin-3-yl)-3-(trifluoromethoxy)benzoic acid